COC1=CC=2C3=C(N(C2C=C1)CC1=CC=C(C=C1)S(=O)(=O)N)C=CN=C3 4-((8-methoxy-5H-pyrido[4,3-b]indol-5-yl)methyl)benzenesulfonamide